N-(1-(2,4-bis(trifluoromethyl)phenyl)-5-methyl-1H-pyrazol-4-yl)-3-(furan-2-yl)acrylamide FC(C1=C(C=CC(=C1)C(F)(F)F)N1N=CC(=C1C)NC(C=CC=1OC=CC1)=O)(F)F